ClC1=C(C(=CC=C1)F)N1C=2N(C3=C(C1=O)C=NC(=N3)NC3=CC=C(C=C3)N3CCN(CC3)C(C)C)CCN2 6-(2-Chloro-6-fluorophenyl)-2-((4-(4-isopropylpiperazin-1-yl)phenyl)amino)-8,9-dihydroimidazo[1,2-a]pyrimido[5,4-e]pyrimidin-5(6H)-one